silicic acid calcium aluminum [Al].[Ca].[Si](O)(O)(O)O